F[C@H]1[C@@H](CC1)NC1=NN2C=NC(=C(C2=N1)OCC(F)(F)F)C=1C=NNC1 N-((1R,2R)-2-Fluorocyclobutyl)-7-(1H-pyrazol-4-yl)-8-(2,2,2-trifluoroethoxy)-[1,2,4]triazolo[1,5-c]pyrimidin-2-amine